2-(4-cyclobutyl-2-(2-isopropylphenyl)piperazin-1-yl)-7-azaspiro[3.5]nonane C1(CCC1)N1CC(N(CC1)C1CC2(C1)CCNCC2)C2=C(C=CC=C2)C(C)C